5-(5-bromo-3-ethylsulfonyl-2-pyridyl)-1-methyl-2-(trifluoromethyl)pyrazolo[1,5-a]pyrimidin-7-one BrC=1C=C(C(=NC1)C=1N=C2N(C(C1)=O)N(C(=C2)C(F)(F)F)C)S(=O)(=O)CC